cyclohexyl (5-(2-(hept-6-ynamido)benzo[d]thiazol-6-yl)-2-methylpyridin-3-yl)carbamate C(CCCCC#C)(=O)NC=1SC2=C(N1)C=CC(=C2)C=2C=C(C(=NC2)C)NC(OC2CCCCC2)=O